N-(2-(3-(Dimethylamino)propoxy)-5-(9'-fluoro-3'-methyl-2'-oxo-2',3'-dihydrospiro[cyclopropane-1,1'-pyrrolo[2,3-c]quinolin]-8'-yl)pyridin-3-yl)-4-methylbenzenesulfonamide CN(CCCOC1=NC=C(C=C1NS(=O)(=O)C1=CC=C(C=C1)C)C1=C(C=2C3=C(C=NC2C=C1)N(C(C31CC1)=O)C)F)C